O1C(=CC=C1C=O)C=O Furan-2,5-dicarboxaldehyde